2-(4-hydroxybenzyl)-5-methoxyisoindoline-1,3-dione OC1=CC=C(CN2C(C3=CC=C(C=C3C2=O)OC)=O)C=C1